4-(2,2-dimethyl-1,3-dioxolan-4-yl)-1-(4-(pentafluoro-λ6-sulfaneyl)phenyl)-1H-indazole-3-carbonitrile CC1(OCC(O1)C1=C2C(=NN(C2=CC=C1)C1=CC=C(C=C1)S(F)(F)(F)(F)F)C#N)C